C\C(=C\C)\B(O)O (E)-BUT-2-EN-2-YLBORONIC ACID